(S)-N-(8,9-difluoro-6-oxo-1,4,5,6-tetrahydro-2H-pyrano[3,4-c]isoquinolin-1-yl)-3-(3-fluorophenoxy)-N-methylbenzamide FC=1C(=CC=2C3=C(NC(C2C1)=O)COC[C@H]3N(C(C3=CC(=CC=C3)OC3=CC(=CC=C3)F)=O)C)F